5-methyl-2-(4-methylpiperazin-1-yl)pyridine-4-carboxylic acid CC=1C(=CC(=NC1)N1CCN(CC1)C)C(=O)O